(R)-ethyl 1-(4-(5-amino-1,3,4-thiadiazol-2-yl)-2-fluorobutyl)-1H-1,2,3-triazole-4-carboxylate NC1=NN=C(S1)CC[C@H](CN1N=NC(=C1)C(=O)OCC)F